N-(1,2,3,4-tetrahydronaphthalen-1-yl)acrylamide C1(CCCC2=CC=CC=C12)NC(C=C)=O